C(C)(C)SC1=CC=C(C(=O)Cl)C=C1 4-(isopropylthio)benzoyl chloride